N-(4-fluorophenyl)-6-thiomorpholinyl-9H-purin-2-amine FC1=CC=C(C=C1)NC1=NC(=C2N=CNC2=N1)N1CCSCC1